N1=C(N=CC2=CC=CC=C12)NC=1C=C(NC1)C(=O)O 4-(quinazolin-2-ylamino)-1H-pyrrole-2-carboxylic acid